trimethyl-octadecyl-[3-methoxy-silylpropyl]ammonium chloride [Cl-].CC(CCCCCCCCCCCCCCCCC[NH2+]CCC(OC)[SiH3])(C)C